ClC=1C(=NC(=NC1)NC1CCOCC1)C=1C=C2C(=NC1)CN(C2=O)[C@@H](C(=O)O)C (R)-2-(3-(5-chloro-2-((oxacyclohex-4-yl)amino)pyrimidin-4-yl)-5-oxo-5H-pyrrolo[3,4-b]pyridin-6(7H)-yl)propionic acid